tert-butyl 8-[4-[5-(1-methylcyclopropoxy)-1-(2-trimethylsilylethoxymethyl)indazol-3-yl]-2-pyridyl]-5-oxa-2,8-diazaspiro[3.5]nonane-2-carboxylate CC1(CC1)OC=1C=C2C(=NN(C2=CC1)COCC[Si](C)(C)C)C1=CC(=NC=C1)N1CCOC2(CN(C2)C(=O)OC(C)(C)C)C1